BrC1=NC(=NC=C1)F 4-bromo-2-fluoro-pyrimidine